(5S)-9-bromo-8-chloro-10-fluoro-5-methyl-2-(methylsulfinyl)-5,6-dihydro-4H-[1,4]oxazepino[5,6,7-de]quinazoline BrC=1C(=C2C=3C(=NC(=NC3C1F)S(=O)C)N[C@H](CO2)C)Cl